1,3,5-tri[(tert-butylperoxy)isopropyl]benzene C(C)(C)(C)OOC(C)(C)C1=CC(=CC(=C1)C(C)(C)OOC(C)(C)C)C(C)(C)OOC(C)(C)C